2-oxo-7-vinyl-1H-quinoline-3-carboxylic acid O=C1NC2=CC(=CC=C2C=C1C(=O)O)C=C